(1r,3r)-3-((tert-butyldiphenylsilyl)oxy)cyclobutane-1-carboxylic acid [Si](C1=CC=CC=C1)(C1=CC=CC=C1)(C(C)(C)C)OC1CC(C1)C(=O)O